tert-Butyl 6-bromo-3,4-dihydro-1H-pyrido[3,4-b]indole-2(9H)-carboxylate BrC=1C=C2C3=C(NC2=CC1)CN(CC3)C(=O)OC(C)(C)C